IC1=C(C=CC(=C1)CO)CO (2-iodo-1,4-phenylene)dimethanol